2,2',3,3'-tetrafluoro-4-ethoxy-4'-butoxy-1,1'-biphenyl FC1=C(C=CC(=C1F)OCC)C1=C(C(=C(C=C1)OCCCC)F)F